N=1C=CN2C1C=CC(=C2)C=2C=C(C=CC2)C(C)=NS(=O)C(C)(C)C N-(1-(3-(imidazo[1,2-a]pyridin-6-yl)phenyl)ethylidene)-2-methylpropane-2-sulfinamide